ethyl 3-(7-(((tert-butoxycarbonyl)amino)methyl)-1,6-naphthyridin-2-yl)cyclohex-2-ene-1-carboxylate C(C)(C)(C)OC(=O)NCC1=NC=C2C=CC(=NC2=C1)C1=CC(CCC1)C(=O)OCC